C(C)(C)(C)[Si](OC\C=C/B1OC(C(O1)(C)C)(C)C)(C)C (Z)-tert-butyldimethyl((3-(4,4,5,5-tetramethyl-1,3,2-dioxaborolan-2-yl)allyl)oxy)silane